NC1=NC=2C(=CC=CC2C=2N1C=C(N2)C(=O)N2CC(CCC2)(C)C)OC (5-amino-7-methoxyimidazo[1,2-c]quinazolin-2-yl)(3,3-dimethylpiperidin-1-yl)methanone